4-{3-[(tert-butoxycarbonyl)(ethyl)amino]pyrrolidin-1-yl}-2H-indazole-7-carboxylic acid C(C)(C)(C)OC(=O)N(C1CN(CC1)C=1C2=CNN=C2C(=CC1)C(=O)O)CC